4-(isocyanatomethyl)pyridine N(=C=O)CC1=CC=NC=C1